ClC1=CC=C2C(=N1)N(C=C2C=2C(=NC=CC2OC)OC)COCC[Si](C)(C)C 3-(6-chloro-1-{[2-(trimethylsilyl)ethoxy]methyl}pyrrolo[2,3-b]pyridin-3-yl)-2,4-dimethoxypyridine